ClC=1C(=C(C=CC1OCCN1CCN(CC1)C)C1=C(SC=2N=CN=C(C21)O[C@@H](C(=O)OCC)CC2=C(C=CC=C2)OCC2=NC(=NC=C2)Cl)C2=CC=C(C=C2)F)C ethyl (2R)-2-[5-[3-chloro-2-methyl-4-[2-(4-methylpiperazin-1-yl)ethoxy]phenyl]-6-(4-fluorophenyl)thieno[2,3-d]pyrimidin-4-yl]oxy-3-[2-[(2-chloropyrimidin-4-yl)methoxy]phenyl]propanoate